ClC=1C=CC(=C(CN(C(=O)C2=CC3=C(S2)C=CC=C3)C3CC2=CC=C(C=C2C3)S(=O)(=O)NCCC)C1)OCCOC N-(5-chloro-2-(2-methoxyethoxy)benzyl)-N-(5-(N-propylaminosulfonyl)-2,3-dihydro-1H-inden-2-yl)benzo[b]thiophene-2-carboxamide